N-methyl-3-(quinolin-2-yl)benzamide CNC(C1=CC(=CC=C1)C1=NC2=CC=CC=C2C=C1)=O